BrC1=C(O[C@H](CCCCNC2CCC(CC2)(F)F)C)C=C(C=C1)C (S)-N-(5-(2-Bromo-5-methylphenoxy)hexyl)-4,4-difluorocyclohexan-1-amine